(2R,3R,4S,5R)-4-(benzyloxy)-5-((benzyloxy) methyl)-2-(5-chloro-2,4-dioxo-3,4-dihydropyrimidin-1(2H)-yl)-5-methyltetrahydrofuran-3-yl acetate C(C)(=O)O[C@H]1[C@@H](O[C@]([C@H]1OCC1=CC=CC=C1)(C)COCC1=CC=CC=C1)N1C(NC(C(=C1)Cl)=O)=O